C(C=C)OCC(C(=O)OCCCCC)=C n-pentyl α-allyloxymethylacrylate